CC1=NN(C(=C1)C)C=1C=CC(N(N1)C1CCN(CC1)C1=NC=CC(=N1)OC)=O 6-(3,5-dimethylpyrazol-1-yl)-2-[1-(4-methoxypyrimidin-2-yl)piperidin-4-yl]pyridazin-3-one